ethyl-bis-(1-heptyl)phosphine C(C)P(CCCCCCC)CCCCCCC